ClC1=C(C=C(C=C1)NS([O-])(=O)=O)[N+](=O)[O-].[Na+] Sodium N-(4-chloro-3-nitrophenyl)sulfamate